FC(C1=C(N=NC(=C1)C1=C(C=C(C=C1C)C)O)N1CC[C@H]2[C@@H]1CN(CC2)C(C)=O)F 1-[(3aR,7aR)-1-[4-(difluoromethyl)-6-(2-hydroxy-4,6-dimethyl-phenyl)pyridazin-3-yl]-3,3a,4,5,7,7a-hexahydro-2H-pyrrolo[2,3-c]pyridin-6-yl]ethanone